3-(4-bromothiazol-2-yl)-2-(tert-butoxycarbonylamino)propanoic acid BrC=1N=C(SC1)CC(C(=O)O)NC(=O)OC(C)(C)C